N-[5-[4-(cyclopropylmethylcarbamoyl)-3-fluorophenyl]-4-fluoro-2-[rac-(3R,5S)-3,4,5-trimethylpiperazin-1-yl]phenyl]-6-oxo-4-(trifluoromethyl)-1H-pyridine-3-carboxamide C1(CC1)CNC(=O)C1=C(C=C(C=C1)C=1C(=CC(=C(C1)NC(=O)C1=CNC(C=C1C(F)(F)F)=O)N1C[C@H](N([C@H](C1)C)C)C)F)F |r|